bis(4-(diethylethoxysilyl)phenyl)dimethylsilane C(C)[Si](C1=CC=C(C=C1)[Si](C)(C)C1=CC=C(C=C1)[Si](CC)(CC)OCC)(OCC)CC